N(N)C(=O)C1=CC(=NC=C1)C(CCCC1=C(C=CC(=C1)OC)S(=O)(=O)N)C (4-(4-(hydrazinocarbonyl)pyridin-2-yl)pentyl)-4-methoxybenzenesulfonamide